N,N,O-triglycidyl-m-aminophenol C(C1CO1)N(C=1C=C(C=CC1)OCC1CO1)CC1CO1